N-(4-chloro-1-(4-(trifluoromethyl)benzyl)-1H-pyrazolo[3,4-c]pyridin-3-yl)acetamide ClC1=C2C(=CN=C1)N(N=C2NC(C)=O)CC2=CC=C(C=C2)C(F)(F)F